6-(3,5-dimethylpyrazol-1-yl)-2-[[1-(5-methylpyrazolo[1,5-a]pyrimidin-7-yl)azetidin-3-yl]methyl]pyridazin-3-one CC1=NN(C(=C1)C)C=1C=CC(N(N1)CC1CN(C1)C1=CC(=NC=2N1N=CC2)C)=O